ClC1=C(C(=CC(=C1)C#N)F)NC=1N(C2=NC(=NC=C2N1)N[C@@H]1C[C@H](CCCC1)O)C1CCC(CC1)C(=O)N (1R,4s)-4-(8-(2-chloro-4-cyano-6-fluorophenylamino)-2-((1S,3S)-3-hydroxycycloheptylamino)-9H-purin-9-yl)cyclohexanecarboxamide